CS(=O)(C)=NC=1N=C(SC1)SCCC 3-((4-((dimethyl(oxo)-λ6-sulfanylidene)amino)thiazol-2-yl)thio)propane